ClC1=C(C(=O)[O-])C=CC=C1Cl 2,3-dichlorobenzoate